C(=O)=C1NC=2C=CC(=C3CCCN1C23)N2N=CC(=C2C(F)(F)F)C(=O)NC2=CC(=NC=C2)C(F)(F)F 1-(2-carbonyl-1,2,5,6-tetrahydro-4H-imidazo[4,5,1-ij]quinolin-7-yl)-5-(trifluoromethyl)-N-(2-(trifluoromethyl)pyridin-4-yl)-1H-pyrazole-4-carboxamide